methoxypyrimidine-2-carbonitrile COC1=NC(=NC=C1)C#N